N-(2-((2,3-difluorobenzyl)thio)-6-((3,4-dihydroxybutan-2-yl)amino)pyrimidin-4-yl)azetidine-1-sulfonamide FC1=C(CSC2=NC(=CC(=N2)NS(=O)(=O)N2CCC2)NC(C)C(CO)O)C=CC=C1F